O=C1NC(CCC1N1C(C2=CC=CC(=C2C1=O)OCC(=O)NCCCCCC(=O)O)=O)=O 6-(2-((2-(2,6-dioxopiperidin-3-yl)-1,3-dioxoisoindolin-4-yl)oxy)acetamido)hexanoic acid